N1N=CC2=CC(=CC=C12)NC1=NC(=NC2=CC=CC=C12)C=1C=C(OCC(=O)NC(C)C)C=CC1 2-(3-(4-((1H-Indazol-5-yl)amino)quinazolin-2-yl)phenoxy)-N-isopropyl-acetamide